Natrium 3-(2',4'-Dichlorobiphenyl-3-yl)-3-(3-(1,5-dimethyl-4-oxido-2-oxo-1,2-dihydropyridin-3-yl)ureido)propanoat ClC1=C(C=CC(=C1)Cl)C1=CC(=CC=C1)C(CC(=O)[O-])NC(=O)NC=1C(N(C=C(C1[O-])C)C)=O.[Na+].[Na+]